O1C2=C(OC[C@@H]1C=1NCCN1)C=C(C(=C2)[2H])[2H] (S)-2-(2,3-dihydrobenzo[b][1,4]dioxin-2-yl-6,7-d2)-4,5-dihydro-1H-imidazole